OC[C@H](C1=CC=CC=C1)NC1=CC(=NC=C1C1=NC(=NO1)C12CCN(CC1)CC2)NC=2C=C1C(C(OC(C1=CC2)=O)C)=C 6-((4-(((S)-2-hydroxy-1-phenylethyl)amino)-5-(3-(quinuclidin-4-yl)-1,2,4-oxadiazol-5-yl)pyridin-2-yl)amino)-3-methyl-4-methyleneisochroman-1-one